3-(4-benzoylphenoxy)-N,N-dimethyl-N-(3-(2,4,6-trimethylphenylsulfonylamino)propyl)propan-1-aminium bromide [Br-].C(C1=CC=CC=C1)(=O)C1=CC=C(OCCC[N+](CCCNS(=O)(=O)C2=C(C=C(C=C2C)C)C)(C)C)C=C1